1-(1,1-Difluoropropan-2-yl)-N-((1,2,3,5,6,7-hexahydro-s-indacen-4-yl)carbamoyl)azetidine-3-sulfonamide, Potassium Salt [K].FC(C(C)N1CC(C1)S(=O)(=O)NC(NC1=C2CCCC2=CC=2CCCC12)=O)F